1-cyclobutyl-2-methyl-N1-(1-(3-(trifluoromethyl)phenyl)cyclopropyl)propane-1,2-diamine C1(CCC1)C(C(C)(N)C)NC1(CC1)C1=CC(=CC=C1)C(F)(F)F